FCC1=C[C@@H]2[C@H](C(OC3=CC(=CC(=C23)OC)CCCCC)(C)C)CC1 (6Ar,10aR)-9-(fluoromethyl)-1-methoxy-6,6-dimethyl-3-pentyl-6a,7,8,10a-tetrahydrobenzo[c]chromene